C(=C)C1=C(C=C(C(=C1)CCCC)C=C)CCCC 1,4-divinyl-2,5-dibutylbenzene